6-Methoxy-N-(3-fluoro-4-pentylphenyl)-2-(trifluoromethyl)-1H-imidazo[4,5-b]pyrazin-5-amin COC1=C(N=C2C(=N1)NC(=N2)C(F)(F)F)NC2=CC(=C(C=C2)CCCCC)F